S(=O)(=O)(O)[Fe](S(=O)(=O)O)(S(=O)(=O)O)S(=O)(=O)O tetra-sulfoiron